CCCN(CCC)CCN(CCC)CCC N,N,N',N'-tetrapropylethane-1,2-diamine